ClC1=C(C=CC=C1C(=O)N1CCCC1)N1N=CC2=C1COC[C@H]2NC(=O)C=2N=CN1C2CCCC1 (S)-N-(1-(2-chloro-3-(pyrrolidine-1-carbonyl)phenyl)-1,4,5,7-tetrahydropyrano[3,4-c]pyrazol-4-yl)-5,6,7,8-tetrahydroimidazo[1,5-a]pyridine-1-carboxamide